ClC1=C(CNC(=O)[C@]2(C=3C=CC=NC3[C@@](CC2)(CO)O)F)C=CC(=C1F)F (5s,8s)-N-(2-chloro-3,4-difluorobenzyl)-5-fluoro-8-hydroxy-8-(hydroxymethyl)-5,6,7,8-tetrahydroquinoline-5-carboxamide